BrC1=CC(=C(C(=C1)NCC)N)C 5-bromo-N1-ethyl-3-methylbenzene-1,2-diamine